ClC1=C(C=CC=C1)C1=NOC=N1 3-(2-chlorophenyl)-1,2,4-oxadiazol